FC1=CC=C(C=C1)C(C(C)(C)C=1C=C(C=C(C1)O)O)CCCCC 5-(3-(4-fluorophenyl)-2-methyloctan-2-yl)benzene-1,3-diol